lauryl-dimethyl-methacrylamidopropyl-ammonium tosylate S(=O)(=O)([O-])C1=CC=C(C)C=C1.C(CCCCCCCCCCC)[N+](CCCNC(C(=C)C)=O)(C)C